C12CC(CC(CC1)N2)N(C=2SC1=NC(=CC=C1N2)C=2C=C(C=1N(C2)C=C(N1)C)F)C N-[(3-exo)-8-azabicyclo[3.2.1]oct-3-yl]-5-(8-fluoro-2-methylimidazo[1,2-a]pyridin-6-yl)-N-methyl[1,3]thiazolo[5,4-b]pyridin-2-amine